C(#N)C1=NC(=CC=C1)C#N 2,6-dicyanopyridine